Methyl ((S)-1-((2S,4R)-2-(((S)-1-(cyclopropylamino)-6,6-difluoro-1,2-dioxoheptan-3-yl)carbamoyl)-4-(trifluoromethyl)pyrrolidin-1-yl)-3,3-dimethyl-1-oxobutan-2-yl)carbamate C1(CC1)NC(C([C@H](CCC(C)(F)F)NC(=O)[C@H]1N(C[C@@H](C1)C(F)(F)F)C([C@H](C(C)(C)C)NC(OC)=O)=O)=O)=O